ClC=1N=C(C2=C(N1)C=NN2)Cl 5,7-dichloro-1H-pyrazolo[4,3-d]pyrimidine